(R)-2-(4-(4-chloropyrazolo[1,5-a]pyridin-2-yl)-1,4,6,7-tetrahydro-5H-imidazo[4,5-c]pyridin-5-yl)-5-(4-fluorophenyl)-1,3,4-oxadiazole ClC=1C=2N(C=CC1)N=C(C2)[C@@H]2N(CCC1=C2N=CN1)C=1OC(=NN1)C1=CC=C(C=C1)F